CC1=C(C=2N(N=C1N1CC=3C=C(C=NC3CC1)N1C[C@H](OCC1)C1=CC=CC=C1)C(=NN2)C(F)(F)F)C (R)-4-(6-(7,8-dimethyl-3-(trifluoromethyl)-[1,2,4]triazolo[4,3-b]pyridazin-6-yl)-5,6,7,8-tetrahydro-1,6-naphthyridin-3-yl)-2-phenylmorpholine